COC1=NC=CC(=C1)NC1=NC(=CC(=N1)C1CCN(CC1)C(=O)OC(C)(C)C)C1=CC=CC=C1 tert-butyl 4-(2-((2-methoxypyridin-4-yl)amino)-6-phenylpyrimidin-4-yl)piperidine-1-carboxylate